4-(3-(4-fluoro-2,6-dimethylphenoxy)-1-methyl-2-oxo-1,2-dihydropyridin-4-yl)-6-methyl-N-(1-methylpiperidin-4-yl)-7-oxo-6,7-dihydro-1H-pyrrolo[2,3-c]pyridine-2-carboxamide FC1=CC(=C(OC=2C(N(C=CC2C=2C3=C(C(N(C2)C)=O)NC(=C3)C(=O)NC3CCN(CC3)C)C)=O)C(=C1)C)C